2-(5-Fluoro-6-methoxypyridin-3-yl)-N,N-dimethylethan-1-amine FC=1C=C(C=NC1OC)CCN(C)C